C(C)(C)(C)P(C=1N(C2=CC=CC=C2C1)C1=CC=CC=C1)C(C)(C)C 2-(di-t-butylphosphino)-1-phenylindole